titanium cerium niobium [Nb].[Ce].[Ti]